C1=CC=C2C(=C1)C(=O)C3=CC=CC=C3N2 9(10H)-Acridanone